ClC=1C=C(C=C2C(=NC=NC12)N(C(C)C1=NC=CN=C1N1N=CC=N1)C)C(F)(F)F 8-chloro-N-methyl-N-[1-[3-(triazol-2-yl)pyrazin-2-yl]ethyl]-6-(trifluoromethyl)quinazolin-4-amine